COC=1C(=C2C=CN(C2=C(C1)C)C(=O)OC(C)(C)C)CN1C(CC(CC1)OC)C1=CC(=C(C=C1)C(=O)OC)NC tert-butyl 5-methoxy-4-((4-methoxy-2-(4-(methoxycarbonyl)-3-(methylamino)phenyl) piperidin-1-yl)methyl)-7-methylindole-1-carboxylate